COC1=CC=C(OCC(=O)N(CC2OCCC2)C2=CC=CC=C2)C=C1 2-(4-Methoxyphenoxy)-N-phenyl-N-(tetrahydrofuran-2-ylmethyl)acetamide